C(=O)OC(COC(C)=O)C propylene glycol acetate formate